6-{2-[(Oxacyclohex-4-yl)amino]-5-(prop-2-yl)pyrimidin-4-yl}-2-[2-oxo-2-(1,2,3,4-tetrahydroisoquinolin-2-yl)ethyl]-2,3-dihydro-1H-isoindol-1-one O1CCC(CC1)NC1=NC=C(C(=N1)C1=CC=C2CN(C(C2=C1)=O)CC(N1CC2=CC=CC=C2CC1)=O)C(C)C